tert-butyl ((1-(4-amino-2-chlorophenyl)piperidin-4-yl)methyl)carbamate NC1=CC(=C(C=C1)N1CCC(CC1)CNC(OC(C)(C)C)=O)Cl